5-((4-(5-methyl-1,2,4-oxadiazol-3-yl)benzyl)amino)pyrazine-2-carbonitrile CC1=NC(=NO1)C1=CC=C(CNC=2N=CC(=NC2)C#N)C=C1